ClC=1C=CC=C2C(C=C(OC12)C1=C(OCCN2CCCC2)C=C(C=C1)C(F)(F)F)=O (3S)-1-[2-[2-(8-Chloro-4-oxochromen-2-yl)-5-(trifluoromethyl)phenoxy]ethyl]pyrrolidin